2-piperazin-1-yl-quinoline N1(CCNCC1)C1=NC2=CC=CC=C2C=C1